(S)-N-(7-amino-1-(2,3-difluorophenoxy)-2-oxohept-3-yl)cyclopentanecarboxamide NCCCC[C@@H](C(COC1=C(C(=CC=C1)F)F)=O)NC(=O)C1CCCC1